(+/-)-N-((3S,4S)-3-fluoro-1-methylpiperidin-4-yl)-2-(5-(((2-methoxy-4-(methylsulfonyl)phenyl)amino)methyl)-1,3,4-oxadiazol-2-yl)-1-(2,2,2-trifluoroethyl)-1H-indol-4-amine F[C@H]1CN(CC[C@@H]1NC=1C=2C=C(N(C2C=CC1)CC(F)(F)F)C=1OC(=NN1)CNC1=C(C=C(C=C1)S(=O)(=O)C)OC)C |r|